[Co].C(C)(C)C=1N=C(OC1)C1=NC(=CC(=C1)C(F)(F)F)C=1OC=C(N1)C(C)C [2,6-bis[4-(R)-isopropyl-2-oxazolyl]-4-trifluoromethylpyridine] cobalt